N-[6-(4-carbamoyl-1-piperidyl)-2,2-dimethyl-3H-benzofuran-5-yl]pyrazolo[1,5-a]pyrimidine-3-carboxamide C(N)(=O)C1CCN(CC1)C1=CC2=C(CC(O2)(C)C)C=C1NC(=O)C=1C=NN2C1N=CC=C2